4-chloro-2-methoxy-pyrimidine-5-carboxylic acid ethyl ester C(C)OC(=O)C=1C(=NC(=NC1)OC)Cl